[2-[3-[[2-chloro-4-[[3-[3-(trifluoromethyl)-1-trityl-pyrazol-4-yl]imidazo[1,2-a]pyrazin-8-yl]amino]benzoyl]amino]propylamino]-2-oxo-ethyl]-trimethyl-ammonium formate C(=O)[O-].ClC1=C(C(=O)NCCCNC(C[N+](C)(C)C)=O)C=CC(=C1)NC=1C=2N(C=CN1)C(=CN2)C=2C(=NN(C2)C(C2=CC=CC=C2)(C2=CC=CC=C2)C2=CC=CC=C2)C(F)(F)F